ClCC(=O)NC1=CN=C2N1C=C(C=C2N2CCN(CC2)C(=O)N(C)C)S(NC2(CC2)C)(=O)=O 4-(3-(2-chloroacetamido)-6-(N-(1-methylcyclopropyl)sulfamoyl)imidazo[1,2-a]pyridin-8-yl)-N,N-dimethyl-piperazine-1-carboxamide